2-(7-aza-benzotriazol-1-yl)-N,N,N',N'-tetramethyluronium hexafluorophosphate F[P-](F)(F)(F)(F)F.N1(N=NC2=C1N=CC=C2)OC(=[N+](C)C)N(C)C